CC1=CC=CC(=N1)[C@@H](C)NC(=O)[C@@H]1CN(CC[C@H]1NC(=O)C1=NOC(=C1)C1=C(C=C(C=C1)F)F)C1CCCCC1 (3R,4R)-1-cyclohexyl-4-{[5-(2,4-difluoro-phenyl)-isoxazole-3-carbonyl]-amino}-piperidine-3-carboxylic acid [(R)-1-(6-methyl-pyridin-2-yl)-ethyl]-amide